sodium naphthalenedicarboxylic acid C=1(C(=CC=C2C=CC=CC12)C(=O)O)C(=O)O.[Na]